CC1(CC(NC1)=S)C 4,4-dimethylpyrrolidine-2-thione